NC=1C2=C(N=CN1)N(C(=C2C2=CC(=C(C=C2)Cl)C(F)F)C#CC2CN(C2)[C@@H]2[C@@H](CN(CC2)C(C=C)=O)O)C(C)C 1-((3R,4S)-4-(3-((4-amino-5-(4-chloro-3-(difluoromethyl)phenyl)-7-isopropyl-7H-pyrrolo[2,3-d]pyrimidin-6-yl)ethynyl)azetidin-1-yl)-3-hydroxypiperidin-1-yl)prop-2-en-1-one